C(C1=CC=CC=C1)N1C[C@H](N(C2=C(C1=O)C=NC(=N2)N2CCOCC2)C(C)C)C=C (R)-6-benzyl-9-isopropyl-2-morpholinyl-8-vinyl-6,7,8,9-tetrahydro-5H-pyrimido[4,5-e][1,4]Diazepin-5-one